C1(=CC=CC=C1)C(CCC)NS(=O)(=O)C1=CC=C(C)C=C1 N-(1-phenylbutyl)-p-toluenesulfonamide